C1(=CC=CC=2OC3=C(C21)C=CC=C3)C3=C(C=CC=C3)NC=3C2(C1=CC4=CC=CC=C4C1=CC3)C=CC=C3C1=CC=CC=C1C=C32 (dibenzofuranylphenyl)(spirobifluorenyl)amine